(±)-ethyl 2-[4-(3-cyanotetrahydrofuran-3-yl)phenyl]propanoate C(#N)C1(COCC1)C1=CC=C(C=C1)C(C(=O)OCC)C